C(C)(C)(C)C1=C(C(C(=O)[O-])=CC(=C1)C(C)(C)C)O.[V+5].C(C)(C)(C)C1=C(C(C(=O)[O-])=CC(=C1)C(C)(C)C)O.C(C)(C)(C)C1=C(C(C(=O)[O-])=CC(=C1)C(C)(C)C)O.C(C)(C)(C)C1=C(C(C(=O)[O-])=CC(=C1)C(C)(C)C)O.C(C)(C)(C)C1=C(C(C(=O)[O-])=CC(=C1)C(C)(C)C)O vanadium 3,5-di-t-butylsalicylate